2,2'-azobis[N-(2-carboxyethyl)-2-methylpropionamidine]-tetrahydrate O.O.O.O.N(=NC(C(=N)NCCC(=O)O)(C)C)C(C(=N)NCCC(=O)O)(C)C